C(CCCCC)C(C(=O)OC(CCCCC(CCCCC)NCCCCO[Si](C1=CC=CC=C1)(C1=CC=CC=C1)C(C)(C)C)SC[C@H](CCCCCC)OC(CCC1CCCCC1)=O)CCCCCCCC 6-((4-((tert-Butyldiphenylsilyl)oxy)butyl)amino)-l-1-((2-((3-cyclohexylpropanoyl)oxy)-octyl)thio)undecyl 2-hexyldecanoate